tetramethyl-2,7-dimethyloctane CC(C(C)(C)C)(CCCCC(C)C)C